2-chloro-4-(2-methoxy-5-nitrophenyl)pyrimidine ClC1=NC=CC(=N1)C1=C(C=CC(=C1)[N+](=O)[O-])OC